methyl-acrylic acid behenyl ester C(CCCCCCCCCCCCCCCCCCCCC)OC(C(=C)C)=O